carboxyl-benzoxazole C(=O)(O)C=1OC2=C(N1)C=CC=C2